CC1(CCN(CC1)CC=1C=CC=2N(C1)C=C(N2)CN2C(C1=CN=CC(=C1C=C2)N2[C@H]1CO[C@@H](C2)C1)=O)C 2-({6-[(4,4-dimethylpiperidin-1-yl)methyl]imidazo[1,2-a]pyridin-2-yl}methyl)-5-[(1R,4R)-2-oxa-5-azabicyclo[2.2.1]heptan-5-yl]-1,2-dihydro-2,7-naphthyridin-1-one